ClC1=C(C(=O)O)C=CC(=C1)[C@H]1N(CCN(C1)CCC(F)(F)F)CC1=C2C=CNC2=C(C=C1OC)C (R)-2-Chloro-4-(1-((5-methoxy-7-methyl-1H-indol-4-yl)methyl)-4-(3,3,3-trifluoropropyl)piperazin-2-yl)benzoic acid